2-((3-(((3R,4R)-4-hydroxytetrahydrofuran-3-yl)oxy)-1-(methyl-d3)-1H-pyrazol-4-yl)amino)-7-((3R,4R)-4-methyltetrahydrofuran-3-yl)-7H-pyrrolo[2,3-d]pyrimidine-6-carbonitrile O[C@H]1[C@@H](COC1)OC1=NN(C=C1NC=1N=CC2=C(N1)N(C(=C2)C#N)[C@H]2COC[C@@H]2C)C([2H])([2H])[2H]